S1C(=NC2=C1C=CC=C2)C(CC2=CC(=CC=C2)C#N)NS(=O)(=O)C=2C=C(NC([C@@H](CNC(OC(C)(C)C)=O)C)=O)C=CC2 |r| tert-butyl N-[rac-(2R)-3-[3-[[1-(1,3-benzothiazol-2-yl)-2-(3-cyanophenyl)ethyl]sulfamoyl]anilino]-2-methyl-3-oxo-propyl]carbamate